C(C1=CC=CC=C1)(=O)N(NC(=O)N)C(C1=CC=CC=C1)=O dibenzoyl-semicarbazide